dioctyltin diisooctylmalate C(CCCCC(C)C)OC(C(O)CC(=O)OCCCCCC(C)C)=O.C(CCCCCCC)[Sn]CCCCCCCC